tert-Butyl-5-[2-[(2R)-3-(3,4-dihydro-1H-isochinolin-2-yl)-2-hydroxy-propyl]-1-oxo-3,4-dihydroisochinolin-6-yl]-2,5-diazabicyclo[2.2.1]heptan-2-carboxylat C(C)(C)(C)OC(=O)N1C2CN(C(C1)C2)C=2C=C1CCN(C(C1=CC2)=O)C[C@@H](CN2CC1=CC=CC=C1CC2)O